2,4-dimethylcyclohexene-3-carboaldehyde CC1=CCCC(C1C=O)C